C(C)(C)(C)OC(=O)N1C[C@@H]2N(C3=C(OC2)C=C(C=C3)C(=O)O)CC1 (s)-3-(tert-butoxycarbonyl)-1,2,3,4,4a,5-hexahydrobenzo[b]pyrazino[1,2-d][1,4]oxazine-8-carboxylic acid